(3S)-1-[(3,4-difluorophenyl)methyl]-3-(2-isopropoxyphenyl)piperazine FC=1C=C(C=CC1F)CN1C[C@@H](NCC1)C1=C(C=CC=C1)OC(C)C